C(=C)N1N=CN=C1 N-vinyl-1,2,4-triazole